ClC=1N=CC2=C(N1)CN=CC2 2-chloro-5,8-dihydropyrido[3,4-d]pyrimidine